C(=O)(OC(C)(C)C)N1CC(CCCC1)=O Boc-3-azepan-one